tert-butyl-((2-(iodomethyl)but-3-en-1-yl)oxy)dimethylsilane Ethyl-6-bromo-2-oxo-1H-1,8-naphthyridine-3-carboxylate C(C)OC(=O)C=1C(NC2=NC=C(C=C2C1)Br)=O.C(C)(C)(C)[Si](C)(C)OCC(C=C)CI